ClCC(=O)NC[C@@]1(CC[C@](C=2C=CC=NC12)(C(=O)NCC1=C(C=C(C=C1)Cl)Cl)F)O (5S,8R)-8-((2-chloroacetamido)methyl)-N-(2,4-dichlorobenzyl)-5-fluoro-8-hydroxy-5,6,7,8-tetrahydroquinoline-5-carboxamide